2,2-difluoro-3β,7β-dihydroxy-5β-cholan FC1([C@@H](C[C@H]2C[C@@H]([C@H]3[C@@H]4CC[C@H]([C@@H](CCC)C)[C@]4(CC[C@@H]3[C@]2(C1)C)C)O)O)F